1-phenyl-3-(p-bromophenyl)propane-1,3-dione boron difluoride [B](F)F.C1(=CC=CC=C1)C(CC(=O)C1=CC=C(C=C1)Br)=O